N,2-bis{[(2R)-1,4-Dioxan-2-yl]methyl}-8-(trifluoromethyl)-4,5-dihydro-2H-furo[2,3-g]indazol-7-carboxamid O1[C@@H](COCC1)CNC(=O)C1=C(C2=C(CCC3=CN(N=C23)C[C@H]2OCCOC2)O1)C(F)(F)F